tert-butyl (3-((trimethylsilyl)ethynyl)phenethyl)carbamate C[Si](C)(C)C#CC=1C=C(CCNC(OC(C)(C)C)=O)C=CC1